OC1=CC=C(C=C1)C(C)(C1=CC=C(C=C1)O)P1(OC2=C(C3=C1C=CC=C3)C=CC=C2)=O 6-(1,1-bis(4-hydroxyphenyl)ethyl)dibenzo[c,e][1,2]oxaphosphinine-6-oxide